4-(azepan-1-yl)piperidine-1-carboxylate N1(CCCCCC1)C1CCN(CC1)C(=O)[O-]